C(C(O)CO)C(C(=O)O)CCCCCC\C=C/C\C=C/CCCCC.C(CCCCCCC\C=C/C\C=C/CCCCC)(=O)OCC(O)CO glyceryl linoleate (glyceryl linoleate)